C1=CC=C2C(=C1)C3=NC4=NC(=NC5=C6C=CC=CC6=C([N-]5)N=C7C8=CC=CC=C8C(=N7)N=C2[N-]3)C9=CC=CC=C94.[Co+2] cobalt phthalocyanine